ClC1=CC=C(C=C1)C=1C=C(C=CC1)[C@H]1SCC[C@H](NC1=O)CN1CCOCC1 (2R,5S)-2-[3-(4-chlorophenyl)phenyl]-5-(morpholinomethyl)-1,4-thiazepan-3-one